3,3-Dimethyl-1-(3-nitro-7,8-dihydro-1,6-naphthyridin-6(5H)-yl)butan-1-one CC(CC(=O)N1CC=2C=C(C=NC2CC1)[N+](=O)[O-])(C)C